9-isobutyryl-2,9-diazaspiro[5.5]undecan-1-one C(C(C)C)(=O)N1CCC2(CCCNC2=O)CC1